ClC(=O)N([C@H]1CN(CCC1)C(=O)OC(C)(C)C)C1=NC=CC2=C(C=CC(=C12)C)F tert-butyl (R)-3-((chlorocarbonyl)(5-fluoro-8-methylisoquinolin-1-yl)amino)piperidine-1-carboxylate